1-pentanone maleate C(\C=C/C(=O)O)(=O)O.C(CCCC)=O